5-(2-bromo-3-chlorophenoxy)-1H-indole-2-carboxylic acid BrC1=C(OC=2C=C3C=C(NC3=CC2)C(=O)O)C=CC=C1Cl